(1r,4r)-4-[(3S)-3-(2-isopropoxyphenyl)piperazin-1-yl]-1-methylcyclohexan-1-ol C(C)(C)OC1=C(C=CC=C1)[C@H]1CN(CCN1)C1CCC(CC1)(O)C